N6-(5-iodopentanoyl)-L-lysine ICCCCC(=O)NCCCC[C@H](N)C(=O)O